6,8-bis(3-methyl-2-butenyl)-3-(4-hydroxyphenyl)-5,7-dihydroxy-4H-1-benzopyran CC(=CCC=1C(=C(C2=C(CC(=CO2)C2=CC=C(C=C2)O)C1O)CC=C(C)C)O)C